N-[1-(hydroxymethyl)cyclopropyl]-5-(1H-indole-2-carbonyl)-N-methyl-4H,5H,6H,7H-[1,2]oxazolo[4,5-c]pyridine-3-carboxamide OCC1(CC1)N(C(=O)C1=NOC2=C1CN(CC2)C(=O)C=2NC1=CC=CC=C1C2)C